disodium 1,2-benzenedicarboxylate C=1(C(=CC=CC1)C(=O)[O-])C(=O)[O-].[Na+].[Na+]